4-phenyl-1-(pyridine-4-ylmethyl)pyrrolidine C1(=CC=CC=C1)C1CCN(C1)CC1=CC=NC=C1